1-ethyl-2,3-dimethylimidazole bromide [Br-].C(C)N1C(N(C=C1)C)C